(R)-1-(4-aminobenzoyl)-N-(4-(3-(pyridin-4-yl)phenyl)thiazol-2-yl)azetidine-2-carboxamide NC1=CC=C(C(=O)N2[C@H](CC2)C(=O)NC=2SC=C(N2)C2=CC(=CC=C2)C2=CC=NC=C2)C=C1